3-ethyl-(3S)-3-{[(benzyloxy)carbonyl]amino}pyrrolidine C(C)[C@]1(CNCC1)NC(=O)OCC1=CC=CC=C1